CC1CCS(OC=C1)(=O)=O 5-methyl-4,5-dihydro-3H-oxathiepine 2,2-dioxide